CN1N=C(C(=C1)C1=CC=2C3=C(C=NC2C=C1OCC)N(C(N3C3=C(C=NC=C3OC)F)=O)C)C 8-(1,3-dimethyl-1H-pyrazol-4-yl)-1-(3-fluoro-5-methoxy-pyridin-4-yl)-7-ethoxy-3-methyl-1,3-dihydro-imidazo[4,5-c]quinolin-2-one